methyl-1,1-dioxothiane-4-carboxylic acid methyl ester COC(=O)C1CC(S(CC1)(=O)=O)C